FC1=CC=C(C=C1)N1N=CC=C1 1-(4-Fluorophenyl)-1H-pyrazol